N-(5-(4-amino-2,6-dichlorophenoxy)-2-methoxypyridin-3-yl)-2,2,2-trifluoroacetamide NC1=CC(=C(OC=2C=C(C(=NC2)OC)NC(C(F)(F)F)=O)C(=C1)Cl)Cl